ClC=1C=C(C#N)C=C(C1)[C@@H](CN1[C@@H](C[C@@H](C1)COC1=CC=C(C=C1)S(=O)(=O)C)C)O 3-chloro-5-[(1S)-1-hydroxy-2-[(2R,4S)-4-[(4-methanesulfonylphenoxy)methyl]-2-methylpyrrolidin-1-yl]ethyl]benzonitrile